N1C(C(CCC1=O)NC(=O)C1CCCC1)=O N-(2,6-piperidinedione-3-yl)cyclopentane-1-carboxamide